(R)-(1,3-dimethyl-azetidin-3-yl)-(5-pyrrolidin-1-yl-pyridin-3-yl)-(4-trifluoromethyl-phenyl)-methanol CN1CC(C1)(C)[C@](O)(C1=CC=C(C=C1)C(F)(F)F)C=1C=NC=C(C1)N1CCCC1